6-(4-{1-[(2S)-Butan-2-yl]piperidin-4-yl}-1,4-diazepan-1-yl)-N-(pyridine-4-yl)pyridine-2-carboxamide C[C@@H](CC)N1CCC(CC1)N1CCN(CCC1)C1=CC=CC(=N1)C(=O)NC1=CC=NC=C1